C(C)(C)(C)N1CCC(CC1)[C@]1(OC2=C(O1)C(=CC(=C2C)C(=O)OC)Br)C tert-butyl-(S)-4-(7-bromo-5-(methoxycarbonyl)-2,4-dimethylbenzo[d][1,3]dioxol-2-yl)piperidine